[C-]#N.CC(=O)C acetone cyanide